6-(3-isopropyl-5-(piperidin-4-yl)-1H-indol-2-yl)-8-methoxy-[1,2,4]triazolo[4,3-a]pyridine C(C)(C)C1=C(NC2=CC=C(C=C12)C1CCNCC1)C=1C=C(C=2N(C1)C=NN2)OC